OC(C)(C)C1=NC=C(C=N1)C1=CC=2C(=NC=C(C2)C=2C(=C(C=CC2C)O)C)N1 3-(2-(2-(2-hydroxypropan-2-yl)pyrimidin-5-yl)-1H-pyrrolo[2,3-b]pyridin-5-yl)-2,4-dimethylphenol